5-((4-(2-Azaspiro[3.3]hept-2-yl)phenyl)amino)-2-methylisoindolin-1-one C1N(CC12CCC2)C2=CC=C(C=C2)NC=2C=C1CN(C(C1=CC2)=O)C